1,3-dibromohexane BrCCC(CCC)Br